benzyl 4-{2-[(tert-butoxycarbonyl)amino]-2-methylpropanoyl}piperazine-1-carboxylate C(C)(C)(C)OC(=O)NC(C(=O)N1CCN(CC1)C(=O)OCC1=CC=CC=C1)(C)C